N-benzyl-N'-(4-methyl-2-phenyl-phenyl)oxamide C(C1=CC=CC=C1)NC(=O)C(=O)NC1=C(C=C(C=C1)C)C1=CC=CC=C1